N-(2-(4-methyl-1,4-diazepan-1-yl)-5-oxo-5H-benzo[4',5']thiazolo[3',2':1,6]pyrido[2,3-d]pyrimidin-6-yl)acrylamide hydrochloride Cl.CN1CCN(CCC1)C=1N=CC2=C(N1)N1C(=C(C2=O)NC(C=C)=O)SC2=C1C=CC=C2